C(C)C(CC(C(=O)O)=CC1=CC=C(C=C1)OC)CCCC.COC(C(=O)OCCCCCCCC)=CC1=CC=CC=C1 octyl methoxycinnamate (2-ethylhexyl 4-methoxycinnamate)